7-((2R,3R,4S,5R)-5-(2-(2-amino-3-bromoquinolin-7-yl)ethyl)-3,4-dihydroxytetrahydrofuran-2-yl)-1,7-dihydro-4H-pyrrolo[2,3-d]pyrimidin-4-one O-methyl oxime CON=C1C2=C(NC=N1)N(C=C2)[C@@H]2O[C@@H]([C@H]([C@H]2O)O)CCC2=CC=C1C=C(C(=NC1=C2)N)Br